NC1=C(C=C(C=N1)C1=CC=C(C=C1)C(=O)N1CCOCC1)OC(C)C1=C(C(=CC=C1Cl)F)Cl (4-{6-amino-5-[1-(2,6-dichloro-3-fluoro-phenyl)-ethoxy]-pyridin-3-yl}-phenyl)-morpholin-4-yl-methanone